(2S)-N-[(1S)-1-(2-amino-2-oxo-ethyl)-3-oxazol-2-yl-prop-2-ynyl]-1-[1-[4-(trifluoromethoxy)phenyl]cyclopropanecarbonyl]pyrrolidine-2-carboxamide NC(C[C@@H](C#CC=1OC=CN1)NC(=O)[C@H]1N(CCC1)C(=O)C1(CC1)C1=CC=C(C=C1)OC(F)(F)F)=O